COCCNC1=NC(=CC(=C1N)N1CCOCC1)N1N=C(C=C1)C=1C=C(C=CC1)C N2-(2-methoxyethyl)-4-morpholino-6-(3-(m-tolyl)-1H-pyrazol-1-yl)pyridine-2,3-diamine